methyl Furandicarboxylate O1C(=C(C=C1)C(=O)[O-])C(=O)OC